praseodymium monosilicate [Si]([O-])([O-])([O-])[O-].[Pr+4]